pyrido[3,4-d]pyridazine-7(6H)-one formate C(=O)O.C=1C=2C(C=NN1)=CNC(C2)=O